N1(CC=CC(=C1)C(=O)OC(C)(C)C)C(=O)OC(C)(C)C Di-tert-butyl pyridine-1,5-dicarboxylate